C(C=C)SC1=NC=NN1CC1(OC1C1=C(C=CC=C1)Cl)C1=C(C=C(C=C1)F)F 5-(allylthio)-1-{[3-(2-chlorophenyl)-2-(2,4-difluorophenyl)oxiran-2-yl]methyl}-1H-1,2,4-triazol